N-[2-[2-(2-Hydroxyethylamino)ethoxy]ethyl]-4-[[3-(4-methoxyphenyl)imidazo[1,2-a]pyrazin-8-yl]amino]-2-methylbenzamid OCCNCCOCCNC(C1=C(C=C(C=C1)NC=1C=2N(C=CN1)C(=CN2)C2=CC=C(C=C2)OC)C)=O